C(CCCCCCC\C=C/CCCCCCCC)(=O)OCCCCC(OC(NCCN(CCN(C)C)C)=O)CCCCOC(CCCCCCC\C=C/CCCCCCCC)=O 5-(4-{[(10Z)-1-oxooctadec-9-enyl] oxy} butyl)-11,14-dimethyl-7-oxo-6-oxa-8,11,14-triazapentadec-1-yl (10Z)-octadec-9-enoate